BrC1=CC(=C2C(=NC=NC2=C1)NC1=CC2=C(N=CS2)C=C1)OC1C(CN(CC1)C)(F)F N-(7-bromo-5-(3,3-difluoro-1-methylpiperidin-4-yloxy)quinazolin-4-yl)benzo[d]thiazol-6-amine